(3-((7-methoxy-5-methyl-4-oxo-4,5-dihydro-3H-pyridazino[4,5-b]indol-3-yl)methyl)phenyl)carbamic acid tert-butyl ester C(C)(C)(C)OC(NC1=CC(=CC=C1)CN1N=CC2=C(N(C=3C=C(C=CC23)OC)C)C1=O)=O